C(#N)C(C)(C)N1C=C(C=C1)C(=O)O 1-(2-cyanoprop-2-yl)-1H-pyrrole-3-carboxylic acid